FC1=CC=C(C=C1)C1=C(C=O)C=CC=C1 2-(4-fluoro-phenyl)-benzaldehyde